N-{2-[(5-chloro-2-{[4-(4-methylpiperazin-1-yl)phenyl]amino}pyrimidin-4-yl)amino]-4-methylphenyl}prop-2-enamide ClC=1C(=NC(=NC1)NC1=CC=C(C=C1)N1CCN(CC1)C)NC1=C(C=CC(=C1)C)NC(C=C)=O